F[C@H]1[C@H](O[C@@H]2[C@@H]1OP(OC2)(=O)OCC2=C(C(=O)OCCC)C=CC=C2)N2C(NC(C(=C2)C)=O)=O Propyl 2-((((4aS,6S,7R,7aS)-7-fluoro-6-(5-methyl-2,4-dioxo-3,4-dihydropyrimidin-1(2H)-yl)-2-oxidotetrahydro-4H-furo[3,2-d][1,3,2]dioxaphosphinin-2-yl)oxy)methyl)benzoate